2-chloro-3-[5-(1,3-dioxolan-2-yl)pyridin-2-yl]aniline ClC1=C(N)C=CC=C1C1=NC=C(C=C1)C1OCCO1